FC=1C(=C(C(=O)OC)C=C(C1F)C=C)NC1=C(C=C(C(=C1)C)I)F methyl 3,4-difluoro-2-((2-fluoro-4-iodo-5-methylphenyl)amino)-5-vinylbenzoate